FC(C(C(=O)N1CC=2C3=C(N(N=C3CC1)C1=NNC=C1)N=C(C2)N2[C@@H](COCC2)C)C)(F)F 3,3,3-trifluoro-2-methyl-1-(4-((R)-3-methylmorpholinyl)-2-(1H-pyrazol-3-yl)-2,6,8,9-tetrahydro-7H-1,2,3,7-tetraazabenzo[cd]azulene-7-yl)propan-1-one